C(C)C=1N=C2N(C=C(C=C2F)N2CCN(CC2)CC(=O)N2CC(C2)O)C1N(C=1SC(=C(N1)C1=CC=C(C=C1)F)C#N)C 2-((2-ethyl-8-fluoro-6-(4-(2-(3-hydroxyazetidin-1-yl)-2-oxoethyl)piperazin-1-yl)imidazo[1,2-a]pyridin-3-yl)(methyl)amino)-4-(4-fluorophenyl)thiazole-5-carbonitrile